FC(C=1C=C(C=CC1)NN)(F)F 3-(trifluoromethyl)phenylhydrazine